N[C@@H](CCC(=O)OC(C)(C)C)C(=O)N |r| tert-butyl rac-(4S)-4,5-diamino-5-oxo-pentanoate